3,5-dihydro-imidazo[4,5-d]pyridazin-4-one N1=CNC2=C1C=NNC2=O